FC1(C2CC=3C(=NNC3CC21C)C(=O)NC=2C=NC(=CC2)C2CCNCC2)F 5,5-difluoro-5a-methyl-N-(6-(piperidin-4-yl)pyridin-3-yl)-1,4,4a,5,5a,6-hexahydrocyclopropa[f]indazole-3-carboxamide